(S)-2-amino-5-methyl-hexanoic acid N[C@H](C(=O)O)CCC(C)C